BrC1=CC=C(C=C1)C1C(=NN(C1C1=C(C(=NO1)C)[N+](=O)[O-])C1=CC=CC=C1)C1=CC=CC=C1 5-(4-(4-bromophenyl)-1,3-diphenyl-4,5-dihydro-1H-pyrazol-5-yl)-3-methyl-4-nitroisoxazole